2,5-dimethoxyphenyl-terephthalaldehyde COC1=C(C=C(C=C1)OC)C1=C(C=O)C=CC(=C1)C=O